CC1(OB(OC1(C)C)/C=C/CC[C@@H](C)NC(OC(C)(C)C)=O)C tert-butyl (R,E)-(6-(4,4,5,5-tetramethyl-1,3,2-dioxaborolan-2-yl)hex-5-en-2-yl)carbamate